methyl (3S)-3-(5-(difluoromethoxy)-2-fluorophenyl)-3-(2-(4-((5-fluoro-1,4,5,6-tetrahydropyrimidin-2-yl)amino)-1H-indazole-6-carboxamido)acetamido)propanoate trifluoroacetate FC(C(=O)O)(F)F.FC(OC=1C=CC(=C(C1)[C@H](CC(=O)OC)NC(CNC(=O)C1=CC(=C2C=NNC2=C1)NC=1NCC(CN1)F)=O)F)F